N1CCC(CC1)C(=O)OC(C(CCCC)NC([C@@H](CCCCCF)NC([C@@H](CC1=CC=CC=C1)N)=O)=O)=O [2-[[(2R)-2-[[(2R)-2-amino-3-phenyl-propionyl] amino]-7-fluoro-heptanoyl] amino] hexanoyl] piperidine-4-carboxylate